3-(1H-imidazol-1-yl)-N-(5-oxa-2-azaspiro[3.4]octan-7-yl)benzamide N1(C=NC=C1)C=1C=C(C(=O)NC2COC3(CNC3)C2)C=CC1